NC1=C2C=CC(=CC2=C(C=C1)Br)O 5-Amino-8-bromonaphthalene-2-ol